1-fluoro-2-isocyanato-benzene FC1=C(C=CC=C1)N=C=O